CSC=1N=NC=CN1 3-(methylthio)-1,2,4-triazine